ClC(OC1=CC=C(C=C1)F)Cl 1-(dichloromethoxy)-4-fluorobenzene